FC(C=1C=CC(=C(C1)O)C1=NN=C(C2=C1COC2)N[C@H]2C[C@H](CCC2)O)F 5-(difluoromethyl)-2-(4-{[(1R,3S)-3-hydroxycyclohexyl]amino}-5,7-dihydrofuro[3,4-d]pyridazin-1-yl)phenol